N-[3-(2-amino-5-fluoroquinazolin-6-yl)-2,4-difluorophenyl]-6-chloro-1-hydroxy-2,3-dihydro-1H-indene-4-sulfonamide NC1=NC2=CC=C(C(=C2C=N1)F)C=1C(=C(C=CC1F)NS(=O)(=O)C=1C=2CCC(C2C=C(C1)Cl)O)F